(S)-7-(8-chloronaphthalen-1-yl)-2-((1-methylpyrrolidin-2-yl)methoxy)-5,6,7,8-tetrahydropyrido[3,4-d]pyrimidin-4-yl trifluoromethanesulfonate FC(S(=O)(=O)OC=1C2=C(N=C(N1)OC[C@H]1N(CCC1)C)CN(CC2)C2=CC=CC1=CC=CC(=C21)Cl)(F)F